2-((S)-1-hydroxypropan-2-yl)-5-methylcyclohexan-1-ol OC[C@@H](C)C1C(CC(CC1)C)O